(S)-3-(5-(difluoromethyl)-1,3,4-thiadiazol-2-yl)-8-(2-(3-(hydroxymethyl)azetidine-1-carbonyl)morpholino)-N-(1-methylcyclopropyl)imidazo[1,5-a]pyridine-6-sulfonamide FC(C1=NN=C(S1)C1=NC=C2N1C=C(C=C2N2C[C@H](OCC2)C(=O)N2CC(C2)CO)S(=O)(=O)NC2(CC2)C)F